C(C)(C)(C)OC(=O)N1CC2=CC=C(C=C2C1)N1CC(N(CC1)C(=O)OCC1=CC=CC=C1)C(=O)OC O1-benzyl O2-methyl 4-(2-tert-butoxycarbonylisoindolin-5-yl)piperazine-1,2-dicarboxylate